N1-(1H-Benzimidazol-5-yl)-1-[4-(2-methyl-1,3-thiazol-5-yl)phenyl]ethane-1,2-diamine N1C=NC2=C1C=CC(=C2)NC(CN)C2=CC=C(C=C2)C2=CN=C(S2)C